((6-(2-(((3-fluoro-4-(4-methylpiperazin-1-yl)phenyl))amino)6-cyclopropyl-7H-pyrrolo[2,3-d]pyrimidin-7-yl)pyridin-2-yl)imino)dimethyl-λ6-sulfanone FC=1C=C(C=CC1N1CCN(CC1)C)NC=1N=CC2=C(N1)N(C(=C2)C2CC2)C2=CC=CC(=N2)N=S(=O)(C)C